6-bromo-2-(4-methoxybenzyl)-4-(trifluoromethyl)isoindolin-1-one BrC1=CC(=C2CN(C(C2=C1)=O)CC1=CC=C(C=C1)OC)C(F)(F)F